ClCCC(CCCl)=O 1,5-dichloropentan-3-one